1-(ethylamino)-8-fluoro-1,2,4,5-tetrahydropyrano[3,4-c]isoquinolin-6-one C(C)NC1COCC=2NC(C=3C=C(C=CC3C21)F)=O